ethylbenzene-1,4-dicarboxylate C(C)C1=C(C=CC(=C1)C(=O)[O-])C(=O)[O-]